OCC=1C=C(C=CC1C)[C@H](CC(=O)[O-])C1=C(C=2N(C=C1)C(=NN2)C(F)(F)F)C (S)-3-(3-(hydroxymethyl)-4-methylphenyl)-3-(8-methyl-3-(trifluoromethyl)-[1,2,4]triazolo[4,3-a]pyridin-7-yl)propanoate